N-methyl-5-(4-(3-(4-oxo-3,4-dihydroquinazolin-2-yl)cyclobutyl)piperazin-1-yl)picolinamide CNC(C1=NC=C(C=C1)N1CCN(CC1)C1CC(C1)C1=NC2=CC=CC=C2C(N1)=O)=O